CC1(C[C@H]2COC[C@@H](C1)N2C(=O)OC(C)(C)C)C(=O)OC 9-(tert-butyl) 7-methyl (1R,5S)-7-methyl-3-oxa-9-azabicyclo[3.3.1]nonane-7,9-dicarboxylate